BrC1=CC=C2C=3C=C(C=CC3C(C2=C1)(C)C)B(O)O (7-bromo-9,9-dimethyl-9H-fluoren-3-yl)boronic acid